[N+](=O)([O-])C1=C(C(=CC=C1)[N+](=O)[O-])F 2,6-dinitrofluorobenzene